tert-butyl ((1r,4r)-4-((tert-butoxycarbonyl)amino)cyclohexyl)(2-(6-chloro-6'-cyano-3'-(2-(2-(dimethylamino)-2-oxoethoxy)ethoxy)-2'-fluoro-[1,1'-biphenyl]-3-yl)-2-phenylethyl)carbamate C(C)(C)(C)OC(=O)NC1CCC(CC1)N(C(OC(C)(C)C)=O)CC(C1=CC=CC=C1)C=1C=C(C(=CC1)Cl)C1=C(C(=CC=C1C#N)OCCOCC(=O)N(C)C)F